N-(4-(3-amino-6-(2-hydroxyphenyl)pyridazin-4-yl)benzyl)-N-methylglycine NC=1N=NC(=CC1C1=CC=C(CN(CC(=O)O)C)C=C1)C1=C(C=CC=C1)O